6,6,9-trimethyl-3-pentyl-2-(thiophen-2-yl)-6a,7,8,10a-tetrahydro-6H-benzo[c]chromen-1-ol CC1(OC=2C=C(C(=C(C2C2C1CCC(=C2)C)O)C=2SC=CC2)CCCCC)C